C(=C)CC(=O)O.C(=C)N1C(CCC1)=O 1-vinylpyrrolidone vinyl-acetate